ClC=1C(=CC=C(C1)C=1C=CC(=NC1)N)OC 5-(5-chloro-4-methoxyphenyl)pyridin-2-amine